BrC1=CC=C(C=C1)C12CC3(CC(CC(C1)(C3)CS(=O)(=O)C(F)(F)F)(C2)CS(=O)(=O)C(F)(F)F)CS(=O)(=O)C(F)(F)F 1-(4-bromophenyl)-3,5,7-tris(trifluoromethanesulfonylmethyl)adamantane